C(C1=CC=CC=C1)N1C[C@H]2[C@@H](C1)C(\C(\OC2)=C/N(C)C)=O |r| rac-(3aR,6E,7aS)-2-benzyl-6-(dimethylaminomethylene)-3,3a,4,7a-tetrahydro-1H-pyrano[3,4-c]pyrrol-7-one